2-chloro-N-(2-((2-fluoroethoxy)methyl)-5-methylphenyl)acetamide ClCC(=O)NC1=C(C=CC(=C1)C)COCCF